methyl 2-(2-(4-chloro-3-fluorophenyl) acetyl)-5-fluoro-3-nitrobenzoate ClC1=C(C=C(C=C1)CC(=O)C1=C(C(=O)OC)C=C(C=C1[N+](=O)[O-])F)F